1-(6-(4-chloro-1H-pyrazol-1-yl)pyridin-3-yl)ethan-1-one ClC=1C=NN(C1)C1=CC=C(C=N1)C(C)=O